Trimethyl-Styrene methyl-3-(((2S,3R)-3-((tert-butyldimethylsilyl)oxy)-1-(3-hydroxyphenyl)-4-((2-(3-methoxyphenyl)propan-2-yl)amino)butan-2-yl)carbamoyl)-5-(dipropylcarbamoyl)benzoate COC(C1=CC(=CC(=C1)C(N(CCC)CCC)=O)C(N[C@@H](CC1=CC(=CC=C1)O)[C@@H](CNC(C)(C)C1=CC(=CC=C1)OC)O[Si](C)(C)C(C)(C)C)=O)=O.CC(=C(C)C)C1=CC=CC=C1